1,4-dipentyloxybenzene C(CCCC)OC1=CC=C(C=C1)OCCCCC